C1(=CC(=CC=C1)C1=C(C=NC=C1)C)C1=CC=CC=C1 4-([1,1'-biphenyl]-3-yl)-3-methylpyridine